CONC(C(CC1=CC=CC=C1)(C)C)=O N-methoxy-2,2-dimethyl-3-phenyl-propionamide